N-((1S,2S,4R)-7-cyano-7-azabicyclo[2.2.1]heptan-2-yl)-5-(2-phenoxyphenyl)-1H-pyrazole-3-carboxamide C(#N)N1[C@@H]2[C@H](C[C@H]1CC2)NC(=O)C2=NNC(=C2)C2=C(C=CC=C2)OC2=CC=CC=C2